(2S)-3-(5-bromo-2-chlorophenyl)-2-(9H-fluoren-9-yl-methoxycarbonyl-amino)propanoic acid BrC=1C=CC(=C(C1)C[C@@H](C(=O)O)N(C(=O)OC)C1C2=CC=CC=C2C=2C=CC=CC12)Cl